(2S)-2-[[4-[(2-Amino-5-methyl-4-oxo-1,6,7,8-tetrahydropteridin-6-yl)methylamino]benzoyl]amino]pentanedioic acid NC=1NC=2NCC(N(C2C(N1)=O)C)CNC1=CC=C(C(=O)N[C@H](C(=O)O)CCC(=O)O)C=C1